2-oxospiro[indole-3,3'-pyrrolidine]-5'-nitrile hydrochloride Cl.O=C1NC2=CC=CC=C2C12CNC(C2)C#N